((2-(1H-imidazol-1-yl)ethyl)azanediyl)bis(hexane-6,1-diyl) bis(2-hexyldecanoate) C(CCCCC)C(C(=O)OCCCCCCN(CCCCCCOC(C(CCCCCCCC)CCCCCC)=O)CCN1C=NC=C1)CCCCCCCC